C(C)(=O)O[C@@H]1C[C@H]2CC([C@@H](C1)N2CC2=CC=CC=C2)(F)F |r| rac-(1S,3R,5R)-8-benzyl-6,6-difluoro-8-azabicyclo[3.2.1]oct-3-yl acetate